tert-butyl methyl(5-(tributylstannyl)pyrazin-2-yl)carbamate tert-butyl-(5-bromopyrazin-2-yl)(methyl)carbamate C(C)(C)(C)OC(N(C)C1=NC=C(N=C1)Br)=O.CN(C(OC(C)(C)C)=O)C1=NC=C(N=C1)[Sn](CCCC)(CCCC)CCCC